FC([C@H](C)OC1=C(C(=O)O)C=CC=C1)(F)F [(2S)-1,1,1-tri-fluoropropan-2-yl]oxylbenzoic acid